The molecule is an N-acyl-1-O-beta-D-glucosyl-4-hydroxy-15-methylhexadecasphinganine in which the acyl group has 21 carbons and 0 double bonds and is 2-hydroxylated. It derives from a 15-methylhexadecaphytosphingosine. CCCCCCCCCCCCCCCCCCCC(C(=O)N[C@@H](CO[C@H]1[C@@H]([C@H]([C@@H]([C@H](O1)CO)O)O)O)[C@@H]([C@@H](CCCCCCCCCCC(C)C)O)O)O